ethyl (1H-pyrrol-1-yl)carbamate N1(C=CC=C1)NC(OCC)=O